ClC1=CC2=C(S1)[C@]1(C[C@H](N[C@H](C1)C)C1(CC1)C(=O)OC)OCC2 methyl 1-[(2'S,6'S,7S)-2-chloro-6'-methyl-spiro[4,5-dihydrothieno[2,3-c]pyran-7,4'-piperidine]-2'-yl]cyclopropanecarboxylate